5-bromo-1H-pyrrolo[2,3-b]pyridine-6-carbonitrile BrC=1C=C2C(=NC1C#N)NC=C2